ClC=1C(=NC(=NC1)N[C@@H]1CN(CCC1)C(=O)OC(C)(C)C)C=1C=C(C=CC1)C1=CC=C(C=C1)F tert-butyl (S)-3-((5-chloro-4-(4'-fluoro-[1,1'-biphenyl]-3-yl)pyrimidin-2-yl)amino)piperidine-1-carboxylate